[Li].[CH-]1C=CC=C1.[CH-]1C=CC=C1.[Fe+2] ferrocene mono-lithium salt